1-(2,2-dimethyl-1,3-dioxane-5-yl)-1,2,3,4-tetrahydro-beta-carboline CC1(OCC(CO1)C1NCCC=2C3=CC=CC=C3NC12)C